tert-butyl (2-oxo-2-((3-phenylpropyl)amino)ethyl)carbamate O=C(CNC(OC(C)(C)C)=O)NCCCC1=CC=CC=C1